1-(6-((2-chloro-6-methylpyridin-3-yl)thio)pyrido[2,3-b]pyrazin-2-yl)-4-methylpiperidin-4-amine ClC1=NC(=CC=C1SC=1C=CC=2C(=NC=C(N2)N2CCC(CC2)(N)C)N1)C